5-(benzylthio)-N-cyclopropylpyridin-3-amine C(C1=CC=CC=C1)SC=1C=C(C=NC1)NC1CC1